C(=C)C1=CC=CC=2OC3=CC(=CC=C3C(C12)NC(=O)C=1C(NC(=CC1)C(F)(F)F)=O)C=C N-(1,6-divinyl-9H-xanthen-9-yl)-2-oxo-6-(trifluoromethyl)-1,2-dihydropyridine-3-carboxamide